N-(4-hydroxyphenethyl)succinamide OC1=CC=C(CCNC(CCC(=O)N)=O)C=C1